4-[[(3-chloro-4-methoxyphenyl)methyl]amino]-5-ethoxycarbonyl-2-methylthiopyrimidine ClC=1C=C(C=CC1OC)CNC1=NC(=NC=C1C(=O)OCC)SC